(S)-1-benzyl-N-(4-(5-(4-chlorophenyl)-4-methyl-1H-imidazol-2-yl)phenyl)pyrrolidin-3-amine C(C1=CC=CC=C1)N1C[C@H](CC1)NC1=CC=C(C=C1)C=1NC(=C(N1)C)C1=CC=C(C=C1)Cl